Cl.C(N)(=N)C=1C(=C(CNC(CCC)=O)C=CC1Cl)F N-(3-carbamimidoyl-4-chloro-2-fluorobenzyl)butanamide hydrochloride